NC1CC2(CS(C2)(=O)=O)C1 6-amino-2-thiaspiro[3.3]heptane 2,2-dioxide